(4-fluoro-3-(trifluoromethyl)phenyl)benzamide FC1=C(C=C(C=C1)C1=C(C(=O)N)C=CC=C1)C(F)(F)F